2-amino-5-chloro-1,4,7a-triaza-3-indenecarboxylic acid ethyl ester C(C)OC(=O)C=1C(=NN2C=CC(=NC12)Cl)N